C(C)C(COC(CCCCCCCC(CCCCCCCCC)COC(CCCCCCCCCCCCCCCCC)=O)=O)CCCC 9-((stearoyloxy)methyl)octadecanoic acid (2'-ethylhexyl) ester